Cl.CC1(CN(CCN1)C=1C=NC=NC1)C 5-(3,3-dimethylpiperazin-1-yl)pyrimidine hydrochloride